ethyl 2'-acetamido-4-chloro-[2,4'-bipyridine]-6-carboxylate C(C)(=O)NC1=NC=CC(=C1)C1=NC(=CC(=C1)Cl)C(=O)OCC